(5-isopropyl-1H-pyrazol-3-yl)[(1R,5S,6r)-6-(6-methyl-[1,2,4]triazolo[4,3-a]pyridin-3-yl)-3-azabicyclo[3.1.0]hex-3-yl]methanone C(C)(C)C1=CC(=NN1)C(=O)N1C[C@H]2C([C@H]2C1)C1=NN=C2N1C=C(C=C2)C